2'-amino-2'-deoxycytidine 5'-triphosphate P(O)(=O)(OP(=O)(O)OP(=O)(O)O)OC[C@@H]1[C@H]([C@H]([C@@H](O1)N1C(=O)N=C(N)C=C1)N)O